N-((1R,3R,3aS,8bR)-3a-(4-chlorophenyl)-3-(3-fluorophenyl)-8b-hydroxy-6,8-dimethoxy-2,3,3a,8b-tetrahydro-1H-cyclopenta[b]benzofuran-1-yl)-4-methylpiperazine-1-carboxamide ClC1=CC=C(C=C1)[C@]12OC3=C([C@]1([C@@H](C[C@@H]2C2=CC(=CC=C2)F)NC(=O)N2CCN(CC2)C)O)C(=CC(=C3)OC)OC